C1#CCCCCCCCC1 cyclodecyne